O1CCC(CC1)C1=NN=C(O1)[C@@]12CN(C[C@]2(C1)C(F)(F)F)C1=C2C=CC=NC2=C(C=C1)C#N 5-((1S,5R)-1-(5-(tetrahydro-2H-pyran-4-yl)-1,3,4-oxadiazol-2-yl)-5-(trifluoromethyl)-3-azabicyclo[3.1.0]hexan-3-yl)quinoline-8-carbonitrile